6-chloro-N-(2-morpholino-5-(piperidin-1-yl)oxazolo[4,5-b]pyridin-6-yl)picolinamide ClC1=CC=CC(=N1)C(=O)NC=1C=C2C(=NC1N1CCCCC1)N=C(O2)N2CCOCC2